C(CCCCCCCCCCCCCCCCC)[N+](=CCCCCCCCCCCCCCCCC)[O-] N-octadecyl-alpha-hexadecyl-nitrone